C(C)(C)(C)OC(=O)N1C(CC(CC1)F)C1=NC=C(C=C1)C#N (5-cyanopyridin-2-yl)-4-fluoropiperidine-1-carboxylic acid tert-butyl ester